ethyl 4-hydroxy-4-methyl-cyclohexanecarboxylate OC1(CCC(CC1)C(=O)OCC)C